NC1=CC(=C2NC(CCCCC[C@](C3=NN=C(C1=N2)O3)(O)C(F)(F)F)C3=NC=CC=N3)C(F)(F)F (6R)-17-amino-12-pyrimidin-2-yl-6,15-bis(trifluoromethyl)-19-oxa-3,4,13,18-tetrazatricyclo[12.3.1.12,5]nonadeca-1(18),2,4,14,16-pentaen-6-ol